(4R)-4-aminocyclopent-1-ene NC1CC=CC1